tris(1,5-diphenylpentan-1,4-dien-3-one) palladium (0) [Pd].C1(=CC=CC=C1)C=CC(C=CC1=CC=CC=C1)=O.C1(=CC=CC=C1)C=CC(C=CC1=CC=CC=C1)=O.C1(=CC=CC=C1)C=CC(C=CC1=CC=CC=C1)=O